3-(5-fluoro-6-meth-oxy-2-methylpyridin-3-yl)-1-(2-methyl-4-(trifluoro-methoxy)phenyl)-6-(trifluoromethyl)-2,3-dihydropyrido-[3,4-d]pyrimidin-4(1H)-one FC=1C=C(C(=NC1OC)C)N1CN(C2=C(C1=O)C=C(N=C2)C(F)(F)F)C2=C(C=C(C=C2)OC(F)(F)F)C